tert-butyl 4-(4-nitro-N-(4-oxo-4-(pentadecan-8-yloxy)butyl)phenylsulfonamido)butanoate [N+](=O)([O-])C1=CC=C(C=C1)S(=O)(=O)N(CCCC(OC(CCCCCCC)CCCCCCC)=O)CCCC(=O)OC(C)(C)C